tertbutyl carbazate C(NN)(=O)OC(C)(C)C